(2S,4R)-1-[(2S)-2-(4-cyclopropyltriazol-1-yl)-3,3-dimethyl-butanoyl]-4-hydroxy-N-[3-oxo-3-(4-pyrazin-2-ylpiperazin-1-yl)propyl]pyrrolidine-2-carboxamide C1(CC1)C=1N=NN(C1)[C@H](C(=O)N1[C@@H](C[C@H](C1)O)C(=O)NCCC(N1CCN(CC1)C1=NC=CN=C1)=O)C(C)(C)C